4-(1-(2-(difluoromethoxy)ethyl)-2-oxo-5-phenyl-1,2-dihydropyridin-4-yl)-6-methyl-1-tosyl-2-(1-(trifluoromethyl)-1H-pyrazol-4-yl)-1,6-dihydro-7H-pyrrolo[2,3-c]pyridin-7-one FC(OCCN1C(C=C(C(=C1)C1=CC=CC=C1)C=1C2=C(C(N(C1)C)=O)N(C(=C2)C=2C=NN(C2)C(F)(F)F)S(=O)(=O)C2=CC=C(C)C=C2)=O)F